CN(NCCCN)C N-dimethylamino-1,3-propylenediamine